C(C)(C)(C)OC(N(C)C1CC(C1)O)=O N-(3-hydroxycyclobutyl)-N-methylcarbamic acid tert-butyl ester